ClC=1C=C(C=C(C1)F)N1C=C(C=2C(CCCC12)=O)C(F)(F)F 1-(3-chloro-5-fluorophenyl)-3-(trifluoromethyl)-1,5,6,7-tetrahydro-4H-indol-4-one